FC(C=1C(=C(C=CC1)[C@@H](C)NC=1C2=C(N=C(N1)C)C=NC(=C2)N2C[C@H]1[C@@H](C2)CCO1)F)F |&1:24,25| N-{(1R)-1-[3-(difluoromethyl)-2-fluorophenyl]ethyl}-6-[(3aRS,6aRS)-hexahydro-5H-furo[2,3-c]pyrrol-5-yl]-2-methylpyrido[3,4-d]pyrimidin-4-amine